C/C=C/CC(=O)C(=O)O The molecule is a 2-oxo monocarboxylic acid. It derives from a hex-4-enoic acid. It is a conjugate acid of a 2-oxohex-4-enoate.